tert-butyl (2,5-dioxopyrrolidin-1-yl) carbonate C(OC(C)(C)C)(ON1C(CCC1=O)=O)=O